5-(5-{(1S)-1-[3,5-Bis(trifluoromethyl)benzamido]ethyl}-1H-1,2,4-triazol-1-yl)pyrazin FC(C=1C=C(C(=O)N[C@@H](C)C2=NC=NN2C=2N=CC=NC2)C=C(C1)C(F)(F)F)(F)F